CN1N=C2C(N=C(C=C2)C(=O)O)=C1 2-methyl-2H-pyrazolo[4,3-b]pyridine-5-carboxylic acid